(E)-1-((1-(4-(3-(dimethylamino)propenoyl)phenyl)piperidin-4-yl)methyl)pyrrolidin-2-one CN(/C=C/C(=O)C1=CC=C(C=C1)N1CCC(CC1)CN1C(CCC1)=O)C